3-(4-methylbenzyloxy)-N-(pyridin-3-yl)thiophene-2-carboxamide CC1=CC=C(COC2=C(SC=C2)C(=O)NC=2C=NC=CC2)C=C1